CC(C)C[C@@H](C(=O)NCC(=O)[O-])[NH3+] The molecule is a dipeptide zwitterion obtained by transfer of a proton from the carboxy to the amino terminus of Leu-Gly. Major species at pH 7.3. It has a role as a metabolite. It is a tautomer of a Leu-Gly.